FC1=C(C(=C(C(=C1F)F)F)F)[B-](C1=C(C(=C(C(=C1F)F)F)F)F)(C1=C(C(=C(C(=C1F)F)F)F)F)C1=C(C(=C(C(=C1F)F)F)F)F.C[NH+](C1=CC=CC=C1)CCCCCCCCCC N-methyl-N-decylanilinium [tetrakis(perfluorophenyl) borate]